OC1C[C@H](N(C1)C(=O)OC(C)(C)C)C(=O)OCCCCCCCC(=O)OC(CCCCCCCC)CCCCCC O1-tert-butyl O2-[8-(1-hexylnonoxy)-8-oxo-octyl] (2S)-4-hydroxypyrrolidine-1,2-dicarboxylate